rac-6-(2-((3aR,5s,6aS)-5-((2-fluoro-6-methylpyridin-3-yl)oxy)hexahydrocyclopenta[c]pyrrol-2(1H)-yl)-1-hydroxyethyl)pyridin-3-ol FC1=NC(=CC=C1OC1C[C@@H]2[C@@H](CN(C2)CC(O)C2=CC=C(C=N2)O)C1)C